2,3-di-tert-butyl-4-methylphenol C(C)(C)(C)C1=C(C=CC(=C1C(C)(C)C)C)O